n-pentyl-β-phenylacrylonitrile C(CCCC)C(C#N)=CC1=CC=CC=C1